OCC(=O)[C@H](O)[C@@H](O)CO L-xylulose